CC1=C(C(=C(C=C1C(C)(C)CC)Br)OC)F methyl-1-bromo-3-fluoro-2-methoxy-5-(tert-pentyl)benzene